C(C)OC=1C=C(C(=O)N2C[C@H](CC2)C(=O)O)C=CC1C=1NC(C2=C(N1)NN=N2)=O (S)-1-(3-ethoxy-4-(7-oxo-6,7-dihydro-3H-[1,2,3]triazolo[4,5-d]pyrimidin-5-yl)benzoyl)pyrrolidine-3-carboxylic acid